P(O)OPO.C(C)(C)(C)C1=C(C(=CC=C1)C(C)(C)C)C(O)(C(CO)(CO)CO)C1=C(C=CC=C1C(C)(C)C)C(C)(C)C bis(2,6-di-tert-butylphenyl)pentaerythritol diphosphonite